tert-butyl 3-(2-amino-6-(3-fluoro-2-methylphenyl)imidazo[1,2-a]pyridine-3-carbonyl)azetidine-1-carboxylate NC=1N=C2N(C=C(C=C2)C2=C(C(=CC=C2)F)C)C1C(=O)C1CN(C1)C(=O)OC(C)(C)C